OC1=C(C2=C(C=3CCCOC13)C(=C(C(O2)=O)CC(=O)N2CCC(CC2)C)C)C=O 6-hydroxy-1-methyl-2-(2-(4-methylpiperidin-1-yl)-2-oxoethyl)-3-oxo-3,8,9,10-tetrahydropyrano[3,2-f]chromene-5-carbaldehyde